tert-Butyl 5-amino-4-(5-(methylglycyl)-1-oxoisoindolin-2-yl)-5-oxopentanoate NC(C(CCC(=O)OC(C)(C)C)N1C(C2=CC=C(C=C2C1)C(CNC)=O)=O)=O